FC=1C=C2C(N(C(=NC2=C(C1)S(=O)(=O)N)N1CCOCC1)C)=O 6-fluoro-3-methyl-2-morpholino-4-oxo-quinazoline-8-sulfonamide